1-(tert-butyl)-N-(4-(6-(3,6-dihydro-2H-pyran-4-yl)pyrrolo[2,1-f][1,2,4]triazin-4-yl)-2-methylbenzyl)-1H-pyrazole-4-carboxamide C(C)(C)(C)N1N=CC(=C1)C(=O)NCC1=C(C=C(C=C1)C1=NC=NN2C1=CC(=C2)C=2CCOCC2)C